C1=CC=CC=2C3=CC=CC=C3C(C12)COC(=O)N[C@@H](CCCCNC(=O)OCC1C2=CC=CC=C2C=2C=CC=CC12)C(=O)OC(CCCCCCC\C=C/CCCCCCCC)CCCCCCCC\C=C/CCCCCCCC (9Z,27Z)-hexatriacont-9,27-dien-18-yl N2,N6-bis(((9H-fluoren-9-yl)methoxy)carbonyl)lysinate